OCC=1C(=NC(=NC1)SC)N[C@H]1[C@H]([C@@H](CC1)O)C |r| (±)-(1R,2R,3R)-3-((5-(hydroxymethyl)-2-(methylsulfanyl)pyrimidin-4-yl)amino)-2-methylcyclopentane-1-ol